2-[(1-Acetylpiperidin-4-yl)methyl]-N-{[(2S)-oxolan-2-yl]methyl}-8-(trifluoromethyl)-4,5-dihydro-2H-furo[2,3-g]indazole-7-carboxamide C(C)(=O)N1CCC(CC1)CN1N=C2C3=C(CCC2=C1)OC(=C3C(F)(F)F)C(=O)NC[C@H]3OCCC3